1-(iodomethyl)-2-oxabicyclo[2.1.1]hexane ICC12OCC(C1)C2